CC1=C(C(=CC=C1)C)C1=CC=CC(=N1)C=O 6-(2,6-dimethylphenyl)picolinaldehyde